COCC1CC=CC=2C1=CC=CC2 1-(methoxymethyl)-1H-benzo[d]benzene